C1(=CC=CC=C1)C=1N=CC(=NC1C1=CC=CC=C1)N1C(CCC1)COC(C(=O)O)(C)C 2-((1-(5,6-diphenyl-pyrazin-2-yl)pyrrolidin-2-yl)methoxy)2-methylpropanoic acid